Cl.N1CCC(CC1)OC1=NC=CC2=CC=CC=C12 1-(piperidin-4-yloxy)isoquinoline hydrochloride